F[C@@H]1CN(CC[C@H]1C1=CN2C(=NC(=CC2=O)OS(=O)(=O)C2=CC=C(C=C2)C)S1)C(=O)OC(C)(C)C tert-butyl (3S,4R)-3-fluoro-4-[5-oxo-7-(p-tolylsulfonyloxy)thiazolo[3,2-a]pyrimidin-2-yl]piperidine-1-carboxylate